C(CCCC)[C@@H]1CC[C@H](CC1)[C@@H]1CC[C@H](CC1)O trans-4-(trans-4-n-amyl-cyclohexyl)cyclohexanol